N([C@@H](CCCNC(N)=N)C(=O)O)C(C(=O)[O-])CC(=O)[O-] ARGININOSUCCINAT